ClC=1C(=CC2=C(N(C[C@H](N(S2(=O)=O)C)C2CCCCC2)C2=CC=CC=C2)C1)C=1C=C(C(=O)O)C=CC1F (R)-3-(7-chloro-3-cyclohexyl-2-methyl-1,1-dioxido-5-phenyl-2,3,4,5-tetrahydrobenzo[f][1,2,5]thiadiazepin-8-yl)-4-fluorobenzoic acid